phenoxymethyl-triazole O(C1=CC=CC=C1)CC=1N=NNC1